NC1=C(C=NN1C)C(=O)N 5-amino-1-methyl-1H-pyrazole-4-formamide